5-fluoro-1-(6-phenylpyrido[3,2-d]pyrimidin-4-yl)spiro[indoline-3,4'-piperidine] FC=1C=C2C(=CC1)N(CC21CCNCC1)C=1C2=C(N=CN1)C=CC(=N2)C2=CC=CC=C2